(S)-N-(1-amino-15,15-dimethyl-13-oxo-3,6,9-trioxa-12-azahexadecan-14-yl)-1-(pent-4-en-1-yl)-1H-indazole-3-carboxamide hydrochloride Cl.NCCOCCOCCOCCNC([C@H](C(C)(C)C)NC(=O)C1=NN(C2=CC=CC=C12)CCCC=C)=O